C1(CCCCC1)[C@@H](C(=O)NC=1C=C2CC(CC2=CC1)(N1CC2(CC2)CNC1=O)C(NC)=O)NC(=O)C1=C(C=NN1C)F N-((1S)-1-cyclohexyl-2-((2-(methylcarbamoyl)-2-(6-oxo-5,7-diazaspiro[2.5]octan-5-yl)-2,3-dihydro-1H-inden-5-yl)amino)-2-oxoethyl)-4-fluoro-1-methyl-1H-pyrazole-5-carboxamide